(R)-2-Methyl-6-{(1R,3aS,7aR,E)-7a-methyl-4-[2-(5-phenyl-2H-tetrazol-2-yl)ethylidene]octahydro-1H-inden-1-yl}heptan-2-ol CC(C)(CCC[C@@H](C)[C@H]1CC[C@H]2/C(/CCC[C@]12C)=C/CN1N=C(N=N1)C1=CC=CC=C1)O